NC=1C(=C(C=C2C=C(N=CC12)NC(OC1CCOCC1)=O)C=1C(=C2C(=NC1)OCCC2C#N)C)F Tetrahydro-2H-pyran-4-yl (8-amino-6-(4-cyano-5-methyl-3,4-dihydro-2H-pyrano[2,3-b]pyridin-6-yl)-7-fluoroisoquinolin-3-yl)carbamate